C(#N)[C@H](C)NC(C1=NC=C(C=C1)C1=NC(=NC=C1C)NC=1C=NN(C1)C1CCN(CC1)C(=O)C1CC1)=O (S)-N-(1-cyanoethyl)-5-(2-((1-(1-(cyclopropanecarbonyl)piperidin-4-yl)-1H-pyrazol-4-yl)amino)-5-methylpyrimidin-4-yl)picolinamide